BrC1=C(C(=NN1CC)Cl)\C=N\NC(=O)OC(C)(C)C tert-butyl (E)-2-((5-bromo-3-chloro-1-ethyl-1H-pyrazol-4-yl)methylene)hydrazine-1-carboxylate